C(CCCCCCCCC)(=O)OC(COC(CCCCCCCCC)=O)C(C(COC(CCCCCCCCC)=O)OC(CCCCCCCCC)=O)OCCCN(C)C 1,4,5-tris(decanoyloxy)-3-[3-(dimethylamino)propoxy]pentan-2-yl decanoate